2-(4-(3-(tetrahydro-2H-pyran-4-yl)-5,6,7,8-tetrahydro-[1,2,4]triazolo[4,3-a]pyrazine-7-carbonyl)phenyl)-1H-benzo[d]imidazole-4-carboxamide O1CCC(CC1)C1=NN=C2N1CCN(C2)C(=O)C2=CC=C(C=C2)C2=NC1=C(N2)C=CC=C1C(=O)N